oxalic acid Francium [Fr].C(C(=O)O)(=O)O